benzoic acid methyl ester trifluoroacetate FC(C(=O)O)(F)F.COC(C1=CC=CC=C1)=O